Dioctadecyl-3,5-di-tert-butyl-4-hydroxybenzylphosphonat C(CCCCCCCCCCCCCCCCC)C(C1=CC(=C(C(=C1)C(C)(C)C)O)C(C)(C)C)(P([O-])([O-])=O)CCCCCCCCCCCCCCCCCC